N1-BenzylaminoImidazoquinoline 2-Methoxyethyl-(3-(3-fluoro-4-((2-methyl-1H-imidazol-1-yl)methyl)phenyl)-5-isobutyl-thiophen-2-yl)sulfonylcarbamate COCCOC(NS(=O)(=O)C=1SC(=CC1C1=CC(=C(C=C1)CN1C(=NC=C1)C)F)CC(C)C)=O.C(C1=CC=CC=C1)NN1C=NC=2C=CC=3C=CC=NC3C21